4-(1-(4-hydroxyphenyl)ethyl)benzoic acid OC1=CC=C(C=C1)C(C)C1=CC=C(C(=O)O)C=C1